bis(cyclopentadienyl)-benzylzirconium hydride [H-].C1(C=CC=C1)[Zr+](CC1=CC=CC=C1)C1C=CC=C1